CCN(CC)C1=CC2=C(C=C1)C=C(C(=O)O2)C(=O)C3=CC=CS3 7-diethylamino-3-thenoyl-coumarin